2,2-difluoro-ethyl acetate C(C)(=O)OCC(F)F